[(S)-4-(6-Amino-4-methoxy-pyridin-3-yl)-2-hydroxymethyl-piperazin-1-yl]-(4-methoxy-5-phenyl-pyridin-2-yl)-methanone NC1=CC(=C(C=N1)N1C[C@H](N(CC1)C(=O)C1=NC=C(C(=C1)OC)C1=CC=CC=C1)CO)OC